CC1=C(SC2=C1C=CC(=C2Cl)O)N(CC2=CC=CC1=CC=CC=C21)C(C)=O Methyl-2-[acetyl(1-naphthylmethyl)amino]-7-chloro-6-hydroxy-1-benzothiophene